2,2',2''-Triaminotriethylamine C(CN(CCN)CCN)N